BrC=1C(=C(C=NC1OC)N)NC 5-bromo-6-methoxy-N4-methylpyridine-3,4-diamine